CNC1=CC(=NC(=C1)C)NC1=C(C(=C2C(=N1)CCO2)C=2CC[C@@H](NCC2)C)C |r| N4,6-dimethyl-N2-[6-methyl-7-[rac-(2S)-2-methyl-2,3,4,7-tetrahydro-1H-azepin-5-yl]-2,3-dihydrofuro[3,2-b]pyridin-5-yl]pyridine-2,4-diamine